C1(CCO1)=O R-propiolactone